(2R,4R)-2-ethyl-4-methyl-2,3,4,6,7,8-hexahydro-5H-chromen-5-one C(C)[C@H]1OC=2CCCC(C2[C@@H](C1)C)=O